[2-cyclohexyl-7-(4-piperidyl)pyrrolo[2,3-b]pyrazin-5-yl]methanol C1(CCCCC1)C=1N=C2C(=NC1)N(C=C2C2CCNCC2)CO